methyl N-[5-[6-[1-(4-fluorophenyl)imidazol-2-yl]-4-methyl-benzimidazol-1-yl]-2-pyridyl]carbamate FC1=CC=C(C=C1)N1C(=NC=C1)C=1C=C(C2=C(N(C=N2)C=2C=CC(=NC2)NC(OC)=O)C1)C